C(C)O[Si](CCCN1C(N(C(N(C1=O)CCC[Si](OCC)(OCC)OCC)=O)CCC[Si](OCC)(OCC)OCC)=O)(OCC)OCC 1,3,5-tris[3-(triethoxysilyl)propyl]-1,3,5-triazine-2,4,6(1H,3H,5H)-trion